Dibenzyl ketoxime C(C1=CC=CC=C1)C(=NO)CC1=CC=CC=C1